F[C@@H]1[C@@H](CN(CC1)C)NC=1C=2C=C(N(C2C=CC1)CC(F)(F)F)C#CCNC1=C(C=C(C=C1)S(=O)(=O)C)OC N-[(3R,4S)-4-fluoro-1-methyl-3-piperidyl]-2-[3-(2-methoxy-4-methylsulfonyl-anilino)prop-1-ynyl]-1-(2,2,2-trifluoroethyl)indol-4-amine